OC1(CCN(CC1)C(C[C@@H](C)C1=CC=CC=C1)=O)CN1C=C(C(=CC1=O)C1=C(C=CC=C1)OC)C(=O)N(C)C(C)C (R)-1-((4-hydroxy-1-(3-phenylbutyryl)piperidin-4-yl)methyl)-N-isopropyl-4-(2-methoxyphenyl)-N-methyl-6-oxo-1,6-dihydropyridine-3-carboxamide